C1(CCCC1)[C@H](C)N[S@](=O)C(C)(C)C (R)-N-((S)-1-cyclopentyl-ethyl)-2-methyl-propane-2-sulfinamide